1-(3-chlorophenyl)ethane-1-amine ClC=1C=C(C=CC1)C(C)N